(S)-4-(azetidin-2-yl)-N'-((1,2,3,5,6,7-hexahydro-s-indacen-4-yl)carbamoyl)benzenesulfonimidamide N1C(CC1)C1=CC=C(C=C1)[S@](=O)(N)=NC(NC1=C2CCCC2=CC=2CCCC12)=O